2-(trifluoromethyl)-5,6-dihydro-8H-benzo[f]imidazo[1,2-d][1,4]oxazocine-10-carbonitrile FC(C=1N=C2N(CCOCC3=C2C=CC(=C3)C#N)C1)(F)F